C(C1=CC=CC=C1)N1C[C@@H](CC1)NC1=C(C=C(C=N1)S(=O)(=O)NC=1N=CSC1)Cl (R)-6-((1-Benzylpyrrolidin-3-yl)amino)-5-chloro-N-(thiazol-4-yl)pyridine-3-sulfonamide